CN1C=C(C=C1)C(=O)O 1-methyl-1H-pyrrole-3-formic acid